C(CCCCCCCCCCCCCCCCC)N(O)CCCCCCCCCCCCCCCCCC dioctadecylhydroxyamine